4-bromo-5-(oxetan-3-yl-oxy)benzene-1,2-diamine BrC=1C=C(C(=CC1OC1COC1)N)N